2-[2,4,5,7-tetrafluoro-6-(2-nitro-4,5-dimethoxyphenylsulfonyloxy)-3-oxo-3H-xanthene-9-yl]benzoic acid FC1=CC2=C(C3=CC(=C(C(=C3OC2=C(C1=O)F)F)OS(=O)(=O)C1=C(C=C(C(=C1)OC)OC)[N+](=O)[O-])F)C1=C(C(=O)O)C=CC=C1